C(C=C)(=O)OCCCCCO 5-hydroxylpentyl acrylate